C1(=CC=CC=C1)C(NC(C(=C)C)=O)(C1=CC=CC=C1)C1=CC=CC=C1 N-Triphenylmethylmethacrylamid